(6S)-4-(8-bromo-2-(methylsulfinyl)pyrido[3',4':4,5]thieno[2,3-d]pyrimidin-4-yl)-6-methyl-1,4-oxazepan-6-ol BrC1=CN=CC2=C1SC=1N=C(N=C(C12)N1CCOC[C@](C1)(O)C)S(=O)C